ClC=1C=C2C(=CC1Cl)NC([C@]21CN(CC1)C(=O)C1C[C@H]([C@@H](C1)O)O)=O (S)-5,6-dichloro-1'-((3R,4R)-rel-3,4-dihydroxycyclopentane-1-carbonyl)spiro[indoline-3,3'-pyrrolidin]-2-one